C1(CC1)C(=O)NC1=NC=C(C(=O)NC([2H])([2H])[2H])C(=C1)NC1=CC=C2C=NN(C2=C1OC)CC(F)(F)F 6-(Cyclopropanecarboxamido)-4-((7-methoxy-1-(2,2,2-trifluoroethyl)-1H-indazol-6-yl)amino)-N-(methyl-d3)nicotinamide